(2S)-[(tert-butoxycarbonyl)amino](cyclohexyl)acetic acid C(C)(C)(C)OC(=O)N[C@H](C(=O)O)C1CCCCC1